(2S)-2-amino-3-[4-(4-hydroxy-3,5-diiodophenoxy)-3,5-diiodophenyl]propanoate N[C@H](C(=O)[O-])CC1=CC(=C(C(=C1)I)OC1=CC(=C(C(=C1)I)O)I)I